OC1C(C(CC=2C1=CC=1C=CC3=CC=CC=4C=CC2C1C34)O)O 7,8,9-trihydroxy-7,8,9,10-tetrahydrobenzo[a]pyrene